BrCCCCCOC=1C(=CC2=C(NC[C@H]3N(C2=O)C=C(C3)C3=CC=C(C=C3)C3CCN(CC3)C)C1)OC (S)-8-((5-Bromopentyl)oxy)-7-methoxy-2-(4-(1-methylpiperidin-4-yl)phenyl)-1,10,11,11a-tetrahydro-5H-benzo[e]pyrrolo[1,2-a][1,4]diazepin-5-one